CNC1CN(C1)C(=O)O 3-methylamino-azetidine-1-carboxylic acid